4-((6-cyanoquinolin-4-yl)amino)-N-(4-(pyrimidin-4-ylamino)phenyl)benzamide C(#N)C=1C=C2C(=CC=NC2=CC1)NC1=CC=C(C(=O)NC2=CC=C(C=C2)NC2=NC=NC=C2)C=C1